N1C=NC=2C1=NC1=CC=CC=C1N2 1H-imidazo[4,5-b]quinoxaline